OB1N(N=CC2=C1C=CC=C2)C(=O)C2=CC=C(C=C2)OC(F)(F)F (1-hydroxybenzo[d][1,2,3]diazaborinin-2(1H)-yl)(4-(trifluoromethoxy)phenyl)methanone